N1CCC(CC1)N1C=CC=2C1=NC=CC2N2C(NC(CC2)=O)=O.[I].[Ge] germanium iodine 1-(1-(piperidin-4-yl)-1H-pyrrolo[2,3-b]pyridin-4-yl)dihydropyrimidine-2,4(1H,3H)-dione